C1CC12CN(C2)C2=CC=C(C(=N2)C(F)F)CN2N=CC(=C2)C(=O)OCC ethyl 1-[(6-{5-azaspiro[2.3]hex-5-yl}-2-(difluoromethyl) pyridin-3-yl) methyl]-1H-pyrazole-4-carboxylate